4-methyl-umbelliferone CC1=CC(=O)OC2=C1C=CC(=C2)O